FC1=CC=C2C(=NNC2=C1)C 6-fluoro-3-methyl-1H-indazol